pyridine-3,4-Dinitrile N1=CC(=C(C=C1)C#N)C#N